C1(=CC=CC=C1)[C@H]1N(OCC1)C=1C2=C(N=C(N1)NC=1C=C3CCNCC3=CC1)NC=C2C#N (S)-4-(3-phenylisoxazolidin-2-yl)-2-((1,2,3,4-tetrahydroisoquinolin-6-yl)amino)-7H-pyrrolo[2,3-d]pyrimidine-5-carbonitrile